2,2,2-Trichloroethyl ((2-(2,4-difluorophenyl)propanoyl)oxy)carbamate FC1=C(C=CC(=C1)F)C(C(=O)ONC(OCC(Cl)(Cl)Cl)=O)C